C([C@@H](O)CC(=O)O)(=O)O.CC1(C(N(C2=CC=CC=C12)C1CCN(CC1)C([C@H](CCC1=CC=CC=C1)NC(=O)[C@H]1CNCCC1)=O)=O)C (R)-N-((S)-1-(4-(3,3-dimethyl-2-oxoindolin-1-yl)piperidin-1-yl)-1-oxo-4-phenylbutan-2-yl)piperidine-3-carboxamide L-malate